C1(=CC=CC=C1)[C@@H]1CC=NN1C(=O)N1CCN(CC1)C1=NC=CC(=N1)C(=O)N (S)-2-(4-(5-phenyl-4,5-dihydro-1H-pyrazole-1-carbonyl)piperazin-1-yl)pyrimidine-4-carboxamide